tert-Butyl 1-methyl-1,4-dihydrospiro[furo[3,4-c]pyrazole-6,4'-piperidine]-1'-carboxylate CN1N=CC2=C1C1(CCN(CC1)C(=O)OC(C)(C)C)OC2